N-(4,6-dimorpholinopyrimidin-2-yl)-7-methoxyquinazoline-4,6-diamine O1CCN(CC1)C1=NC(=NC(=C1)N1CCOCC1)NC1=NC=NC2=CC(=C(C=C12)N)OC